2-(2-(2-(4-(6-(6-(2-(3-fluorophenyl)pyrrolidin-1-yl)imidazo[1,2-b]pyridazin-3-yl)pyridin-2-yl)piperazin-1-yl)ethoxy)ethoxy)ethan-1-amine FC=1C=C(C=CC1)C1N(CCC1)C=1C=CC=2N(N1)C(=CN2)C2=CC=CC(=N2)N2CCN(CC2)CCOCCOCCN